FCCCN1N=NC2=C1C=C(C=C2)B2OC(C(O2)(C)C)(C)C 1-(3-Fluoropropyl)-6-(4,4,5,5-tetramethyl-1,3,2-dioxaborolan-2-yl)-1H-benzo[d][1,2,3]triazole